tert-Butyl 4-(2-nitrophenyl)piperazine-1-carboxylate [N+](=O)([O-])C1=C(C=CC=C1)N1CCN(CC1)C(=O)OC(C)(C)C